N-(4-cyanobenzyl)-6-((1-(cyclopropylsulfonyl)cyclopropyl)methyl)-1-methyl-7-oxo-6,7-dihydro-1H-pyrazolo[3,4-c]pyridine-3-carboxamide C(#N)C1=CC=C(CNC(=O)C2=NN(C=3C(N(C=CC32)CC3(CC3)S(=O)(=O)C3CC3)=O)C)C=C1